2-methoxy-4,6-dimethylnicotinic acid methyl ester COC(C1=C(N=C(C=C1C)C)OC)=O